OCC(=O)N1[C@H](CN(CC1)C=1C=CC2=C(NC(=N2)C=2NC=C(C2)C(C2=C(C=CC=C2)C(F)(F)F)=O)C1)C (S)-2-hydroxy-1-(2-methyl-4-(2-(4-(2-(trifluoromethyl)benzoyl)-1H-pyrrol-2-yl)-1H-benzo[d]imidazol-6-yl)piperazin-1-yl)ethanone